pyran-3-yl 14-hydroxy-3,6,9,12-tetraoxatetradecanoate OCCOCCOCCOCCOCC(=O)OC=1COC=CC1